COC=1C=C(CN2C(C3C(C=4C=CC=CC24)C3)=O)C=CC1OC 3-(3,4-dimethoxybenzyl)-3,7b-dihydro-1H-cycloprop[c]quinolin-2(1aH)-one